(3S,4R)-4-((5-fluoro-7-isobutylpyrrolo[2,1-f][1,2,4]triazin-2-yl)amino)tetrahydro-2H-pyran-3-ol FC=1C=C(N2N=C(N=CC21)N[C@H]2[C@@H](COCC2)O)CC(C)C